FC(OC1=CC(=C(C(=O)N2C[C@H](N([C@@H](C2)C)C(=O)C2=C(C=C(C=C2)OC)F)C)C=C1)F)F ((2R,6R)-4-(4-(difluoromethoxy)-2-fluorobenzoyl)-2,6-dimethylpiperazin-1-yl)(2-fluoro-4-methoxyphenyl)methanone